C1(CCC1)OC=1C(=CC=2C(N1)=NN(C2)C21COC(C2)(C1)C)C(=O)NC=1C(N(C=CC1)[C@H]1[C@H](C1)F)=O 6-cyclobutoxy-N-(1-((1R,2S)-2-fluorocyclopropyl)-2-oxo-1,2-dihydropyridin-3-yl)-2-(1-methyl-2-oxabicyclo[2.1.1]hexan-4-yl)-2H-pyrazolo[3,4-b]pyridine-5-carboxamide